FC(OC1=CC(=NN1)NC1=CN=CC(=N1)CC1CCN(CC1)C(=O)OC(C)(C)C)F tert-butyl 4-((6-((5-(difluoromethoxy)-1H-pyrazol-3-yl)amino)pyrazin-2-yl)methyl)piperidine-1-carboxylate